C(C(=C)C)(=O)OC1(C2CC3CC(CC1C3)C2)CCC 2-Propyl-2-adamantyl methacrylate